BrC1=CC=C(C=C1)[C@@H]1[C@H]([C@@H]([C@@H](CC1)C)C(=O)OC)C(=O)OC |r| rac-dimethyl (1R,2R,3S,6R)-3-(4-bromophenyl)-6-methylcyclohexane-1,2-dicarboxylate